C1(CC1)C1=NN(C=C1C1=NC=C(C2=C1C=NN2C)F)[C@@H]2C[C@H](C2)CNC=2C=C1C(N(C(C1=CC2)=O)C2C(NC(CC2)=O)=O)=O 5-(((trans-3-(3-cyclopropyl-4-(7-fluoro-1-methyl-1H-pyrazolo[4,3-c]pyridin-4-yl)-1H-pyrazol-1-yl)cyclobutyl)methyl)amino)-2-(2,6-dioxopiperidin-3-yl)isoindoline-1,3-dione